ClC=1C=C2C(=NC(=NC2=CC1C1=CC=CC=2CCCCC12)OC[C@H]1N(CCC1)C)N1[C@H](CN(CC1)C(C=C)=O)C 1-((S)-4-(6-chloro-2-(((S)-1-methylpyrrolidin-2-yl)methoxy)-7-(5,6,7,8-tetrahydronaphthalen-1-yl)quinazolin-4-yl)-3-methylpiperazin-1-yl)prop-2-en-1-one